N-{[4-(1H-1,3-Benzimidazol-1-yl)phenyl]methyl}-6-{7-methoxyimidazo[1,2-a]pyridin-3-yl}pyrimidin-4-amine N1(C=NC2=C1C=CC=C2)C2=CC=C(C=C2)CNC2=NC=NC(=C2)C2=CN=C1N2C=CC(=C1)OC